N1C=CC=2C1=NC=CC2C2CCN(CC2)C(=O)OC(C)(C)C tert-Butyl 4-(1H-Pyrrolo[2,3-b]pyridin-4-yl)piperidine-1-carboxylate